BrCC1=CC=C(C=C1)C1=C(C=CC=C1)C=1NOC(N1)=O 3-(4'-bromomethyl-1,1'-biphenyl-2-yl)-1,2,4-oxadiazol-5(2H)-one